(R)-3-(isoquinolin-4-yl)-1-(1-methyl-2-oxo-6-(trifluoromethyl)-1,2-dihydropyridin-3-yl)-2-oxoimidazoline-4-carbonitrile C1=NC=C(C2=CC=CC=C12)N1C(N(C[C@@H]1C#N)C=1C(N(C(=CC1)C(F)(F)F)C)=O)=O